2,6-DICHLORO-IMIDAZO[1,2-A]PYRIDIN-3-CARBOXALDEHYDE ClC=1N=C2N(C=C(C=C2)Cl)C1C=O